C(C)C1=CC=C(C=C1)B1NC(=NO1)C1=CC=CC=C1 5-(4-ethylphenyl)-3-phenyl-4,5-dihydro-1,2,4,5-oxadiazaborole